2-(4,4-Difluoropiperidin-1-yl)-3-oxo-3-phenylpropanenitrile FC1(CCN(CC1)C(C#N)C(C1=CC=CC=C1)=O)F